NC[C@@]1(OC2=C(C1)C(=C(C(=C2)F)Cl)C2=C(C(=O)N)C=CC=C2F)C2=CC=CC=C2 2-((2S,4S)-2-(Aminomethyl)-5-chloro-6-fluoro-2-phenyl-2,3-dihydrobenzofuran-4-yl)-3-fluorobenzamide